trihydroxymethyl-phosphine oxide OC(O)(O)[PH2]=O